N-(Tert-butyl)-2-ethyl-N-fluorobenzamide C(C)(C)(C)N(C(C1=C(C=CC=C1)CC)=O)F